N1N=CC(=C1)NC1=NC=CC(=N1)C=1C=CC2=C(CCCCC2NC(=O)C2=NOC(=N2)C(C)(C)C)C1 N-(2-(2-((1H-pyrazol-4-yl)amino)pyrimidin-4-yl)-6,7,8,9-tetrahydro-5H-benzo[7]annulen-5-yl)-5-(tert-butyl)-1,2,4-oxadiazole-3-carboxamide